(R)-3-((5-(3-aminopiperidin-1-yl)-2-(pyrazolo[1,5-a]pyridin-3-yl)pyridin-4-yl)methyl)imidazo[1,2-a]pyrazin-8-amine N[C@H]1CN(CCC1)C=1C(=CC(=NC1)C=1C=NN2C1C=CC=C2)CC2=CN=C1N2C=CN=C1N